(2S,5S)-4-(4-fluoro-1-(4-methoxypyrimidin-2-yl)piperidine-4-carbonyl)-2,3,4,5-tetrahydro-2,5-methanopyrido[3,4-f][1,4]oxazepine-9-carbonitrile FC1(CCN(CC1)C1=NC=CC(=N1)OC)C(=O)N1C[C@H]2OC3=C([C@@H]1C2)C=NC=C3C#N